2-Dimethylamino-N-[(4-fluorophenyl)-methyl]-4-methyl-6-morpholin-4-yl-pyridine-3-carboxylic acid amide CN(C1=NC(=CC(=C1C(=O)NCC1=CC=C(C=C1)F)C)N1CCOCC1)C